Ethyl 2-{[6-(cyclopropylmethoxy)-5-(3-methoxyazetidin-1-yl) pyridine-2-carbonyl] amino}-2-ethyl-4-fluorobutyrate C1(CC1)COC1=C(C=CC(=N1)C(=O)NC(C(=O)OCC)(CCF)CC)N1CC(C1)OC